3-amino-N-((3-fluoropyridin-2-yl)methyl)-6-(3-methylimidazo[1,2-a]pyridin-6-yl)-5-morpholinopyrazine-2-carboxamide NC=1C(=NC(=C(N1)N1CCOCC1)C=1C=CC=2N(C1)C(=CN2)C)C(=O)NCC2=NC=CC=C2F